1-Methyl-2-oxo-N-((1-phenyl-1H-pyrrolo[2,3-b]pyridin-5-yl)methyl)-2,3-dihydro-1H-benzimidazole-5-carboxamide CN1C(NC2=C1C=CC(=C2)C(=O)NCC=2C=C1C(=NC2)N(C=C1)C1=CC=CC=C1)=O